2-amino-4-(3-methoxy-3-oxopropyl)-1H-imidazole-1-carboxylic acid tert-butyl ester C(C)(C)(C)OC(=O)N1C(=NC(=C1)CCC(=O)OC)N